F[C@H]1C[C@H](N2N=C(N=C21)C(C(C)(C)O)=O)C2=CC=CC=C2 |r| 1-(rac-(5S,7S)-7-fluoro-5-phenyl-6,7-dihydro-5H-pyrrolo[1,2-b][1,2,4]triazol-2-yl)-2-hydroxy-2-methyl-propan-1-one